C(C)N=[Ta](N(CC)C)(N(CC)C)N(C)CC ethyliminotris(ethylmethylamino)tantalum